3-[3-fluoro-4-(trifluoromethyl)phenyl]azetidine-1-carboxylic acid tert-butyl ester C(C)(C)(C)OC(=O)N1CC(C1)C1=CC(=C(C=C1)C(F)(F)F)F